OC[C@H](C)N1N=NC(=C1)C(=O)NCC=1SC(=NN1)C1=CC=CC=C1 (S)-1-(1-hydroxypropan-2-yl)-N-((5-phenyl-1,3,4-thiadiazol-2-yl)methyl)-1H-1,2,3-triazole-4-carboxamide